N-tert-Butoxycarbonyl-L-serine ethyl ester C(C)OC([C@@H](NC(=O)OC(C)(C)C)CO)=O